4-(Azetidin-1-ylmethyl)-6-chloro-3-(2-chloro-3-((N-methylsulfamoyl) amino) benzyl)-2-oxo-2H-benzopyran-7-yl dimethylcarbamate CN(C(OC1=CC2=C(C(=C(C(O2)=O)CC2=C(C(=CC=C2)NS(NC)(=O)=O)Cl)CN2CCC2)C=C1Cl)=O)C